N[C@H](C#N)CC1=C(C=C(C=C1)C=1C=C2CN(C(C2=CC1)=O)C)F (S)-2-amino-3-(2-fluoro-4-(2-methyl-1-oxoisoindolin-5-yl)phenyl)propionitrile